3,5-difluoro-4-hydroxy-N-{[(1r,4r)-4-{6-[1-methyl-3-(trifluoromethyl)-1H-pyrazol-4-yl]-2H-indazol-2-yl}cyclohexyl]methyl}benzamide FC=1C=C(C(=O)NCC2CCC(CC2)N2N=C3C=C(C=CC3=C2)C=2C(=NN(C2)C)C(F)(F)F)C=C(C1O)F